FC(C1=CC=CC(=N1)C1=NN(C=C1C1=C(N=C(O1)C=1C=NNC1)C(=O)N)C1CCC(CC1)N1CCOCC1)F (3-(6-(difluoromethyl)pyridin-2-yl)-1-((1r,4r)-4-morpholinylcyclohexyl)-1H-pyrazol-4-yl)-2-(1H-pyrazol-4-yl)oxazole-4-carboxamide